NC1=NC=C(C=C1C=1C=C2CCNC(C2=CC1)=O)C1=CC(=C(C=C1)C1CCOCC1)[C@H]1NCCC1 (S)-6-(2-amino-5-(3-(pyrrolidin-2-yl)-4-(tetrahydro-2H-pyran-4-yl)phenyl)pyridin-3-yl)-3,4-dihydroisoquinolin-1(2H)-one